FC1=CC=C(CN2CC(C2)C(=O)N2CC(C3=NC(=CC=C32)C)(C)C)C=C1 (1-(4-fluorobenzyl)azetidin-3-yl)(3,3,5-trimethyl-2,3-dihydro-1H-pyrrolo[3,2-b]pyridin-1-yl)methanone